CC1=C(C(=O)O[C@@H]2OC(C([C@@H]2OC(C2=CC=CC=C2)=O)(F)F)I)C=CC=C1 ((2R,3R)-3-(benzoyloxy)-4,4-difluoro-5-iodotetrahydrofuran-2-yl) methylbenzoate